NC1=NC=C2N(C=NC2=N1)C=1C=CC(=C(C1)C#CC(C)(O)C=1SC=CN1)F 4-(5-(2-amino-7H-purin-7-yl)-2-fluorophenyl)-2-(thiazol-2-yl)but-3-yn-2-ol